OC1=C(C(=O)NC2=NNC=N2)C=CC=C1 2-hydroxy-N-1H-1,2,4-triazol-3-yl-benzamide